(R)-3-methyl-5-(8-methyl-5,6,7,8-tetrahydroimidazo[1,5-a]pyrazin-3-yl)-1,2,4-thidiazole CC1=NSC(=N1)C1=NC=C2N1CCN[C@@H]2C